FC(COCC(C(F)(F)F)(F)F)(C(F)(F)F)F bis(2,2,3,3,3-pentafluoropropyl) ether